C(C)(C)(C)C=1C=CC(=C(C1)C1=CC=CC=C1)NC=1C=CC=C2C1C1=C(O2)C=C2C(CCC(C2=C1)(C)C)(C)C N-(5-(tert-butyl)-[1,1'-biphenyl]-2-yl)-7,7,10,10-tetramethyl-7,8,9,10-tetrahydronaphtho[2,3-b]benzofuran-1-amine